CCCCCCCCCC=CC=CC=CC 10,12,14-hexadecatriene